O[C@@]1(C(=C(C(C1)=O)C)C)C(C)C (4R)-4-hydroxy-4-isopropyl-2,3-dimethyl-2-cyclopenten-1-one